1-(phenylmethyloxy)-3-(3-(2,2-difluoropropyl)cyclopentyl)benzene C1(=CC=CC=C1)COC1=CC(=CC=C1)C1CC(CC1)CC(C)(F)F